CN1C(=C(C=C1)C)C(=O)O methyl-3-methyl-1H-pyrrole-2-carboxylic acid